OC1(CCC2(OCCO2)CC1)C1=CC=C(C=N1)N1CC(C1)C(=O)N(C)C 1-(6-{8-hydroxy-1,4-dioxaspiro[4.5]decan-8-yl}pyridin-3-yl)-N,N-dimethylazetidine-3-carboxamide